1-({(5S,7S)-7-methyl-3-[5-(methyloxy)-2-pyridinyl]-2-oxo-1-oxa-3-azaspiro[4.5]dec-7-yl}methyl)-1H-benzimidazole-6-carbonitrile C[C@]1(C[C@]2(CN(C(O2)=O)C2=NC=C(C=C2)OC)CCC1)CN1C=NC2=C1C=C(C=C2)C#N